sodium 5-tert-butyl-1,2,4-oxadiazole-3-carboxylate C(C)(C)(C)C1=NC(=NO1)C(=O)[O-].[Na+]